O1C(CCC2=CC=CC=C12)C=1NC(C=2N(C1)N=C(C2)C(=O)OCC)=O ethyl 6-(3,4-dihydro-2H-chromen-2-yl)-4-oxo-4,5-dihydropyrazolo[1,5-a]pyrazine-2-carboxylate